N1=CC(=CC=C1)/C=C/C(=O)NCCCCCCC1CCN(CC1)C(=O)OC(C)(C)C Tert-butyl (E)-4-(6-(3-(pyridin-3-yl)acrylamido)hexyl)piperidine-1-carboxylate